[Na].C(=O)(OC(C)(C)C)NC1=CC(=C(C(=N1)Cl)Cl)S 6-((Boc)amino)-2,3-dichloropyridine-4-thiol sodium